(4-methyl-1,2,5-oxadiazol-3-yl)methanol CC=1C(=NON1)CO